COCCCC1=CN=C(C(=N1)N1CCC(CC1)C(=O)O)C1=CC=NC2=CC=CC=C12 1-(6-(3-methoxypropyl)-3-(quinolin-4-yl)pyrazin-2-yl)piperidine-4-carboxylic acid